NC1=NC(=CC(=N1)N1CCC2(C[C@H](NC2)C(=O)OCC)CC1)O[C@@H](C(F)(F)F)C1=C(C=C(C=C1)C1=CC(=C(C=C1)C)C)N1N=C(C=C1)C (S)-ethyl 8-(2-amino-6-((R)-1-(3',4'-dimethyl-3-(3-methyl-1H-pyrazol-1-yl)-[1,1'-biphenyl]-4-yl)-2,2,2-trifluoroethoxy)pyrimidin-4-yl)-2,8-diazaspiro[4.5]decane-3-carboxylate